C(CC)P1(OP(OP(O1)(CCC)=O)(CCC)=O)=O 2,4,6-tripropyl-1,3,5,2,4,6-trioxatri-phosphorinane-2,4,6-trioxide